CC1=NC=CC(=C1)C=1N=C2N(C=CC=N2)C1C1=CC=C2CCCN(C2=C1)C(C)=O 1-(7-(2-(2-Methylpyridin-4-yl)imidazo[1,2-a]pyrimidin-3-yl)-3,4-dihydroquinolin-1(2H)-yl)ethan-1-one